N'-((2-(tert-butyl)-3-methyl-6,7-dihydro-5H-cyclopenta[b]pyridin-4-yl)carbamoyl)-4-(2-hydroxypropan-2-yl)thiophene-2-sulfonimidamide C(C)(C)(C)C1=C(C(=C2C(=N1)CCC2)NC(=O)N=S(=O)(N)C=2SC=C(C2)C(C)(C)O)C